S(=O)(O)[O-].[Mg+2].S(=O)(O)[O-] Magnesium hydrogensulfit